[1-(oxetan-3-yl)piperidin-4-yl] methanesulfonate CS(=O)(=O)OC1CCN(CC1)C1COC1